OC1=CC=C(C=C1)S(=O)(=O)NC1=C(C=CC(=C1)\C=C\C(C1=CC=CC=C1)=O)O 4-Hydroxy-N-[2-hydroxy-5-[(E)-3-oxo-3-phenylprop-1-enyl]phenyl]benzenesulfonamide